(R)-1-((2-(2'-chloro-2-methyl-3'-((4-(4-methylpiperazin-1-yl)pyridin-2-yl)thio)-[1,1'-biphenyl]-3-yl)-7-cyanobenzo[d]oxazol-5-yl)methyl)pyrrolidine-3-carboxylic acid ClC1=C(C=CC=C1SC1=NC=CC(=C1)N1CCN(CC1)C)C1=C(C(=CC=C1)C=1OC2=C(N1)C=C(C=C2C#N)CN2C[C@@H](CC2)C(=O)O)C